NC1=C2N=C(N(C2=NC=N1)[C@@H]1O[C@@H]([C@H](C1)O)CO)O 6-amino-9-((2r,4s,5r)-4-hydroxy-5-(hydroxymethyl)tetrahydrofuran-2-yl)-9H-purin-8-ol